7-benzyloxy-4-(4-fluorophenyl)-3-(2-methoxy-1-methyl-ethyl)-1-oxido-quinolin-1-ium C(C1=CC=CC=C1)OC1=CC=C2C(=C(C=[N+](C2=C1)[O-])C(COC)C)C1=CC=C(C=C1)F